CN1N=CC2=C1C=NNC2=O 1-methyl-1,5-dihydro-4H-pyrazolo[3,4-d]Pyridazin-4-one